CC1CCC2=CC=CC=C2C1(C)C trimethyltetralin